NC1=C2C(=NC=N1)N(N=C2C2=C(C(=C(C=C2)OCC)F)F)C(C)C2=NC1=CC=CC=C1C(N2C2=CC=CC=C2)=O 2-(1-(4-amino-3-(4-ethoxy-2,3-difluorophenyl)-1H-pyrazolo[3,4-d]pyrimidin-1-yl)ethyl)-3-phenylquinazolin-4(3H)-one